ClC=1C=C(C=O)C=CC1O 3-Chloro-4-hydroxybenzaldehyd